1-(3-bromo-2-hydroxymethylphenyl)-3-(3-bromophenyl)urea BrC=1C(=C(C=CC1)NC(=O)NC1=CC(=CC=C1)Br)CO